2-Chloro-N-((4,6-dimethyl-2-oxo-1,2-dihydropyridin-3-yl)methyl)-5-(ethyl-(tetrahydro-2H-pyran-4-yl)amino)-6-methyl-3-(1-morpholino-2,3-dihydro-1H-inden-5-yl)benzamide ClC1=C(C(=O)NCC=2C(NC(=CC2C)C)=O)C(=C(C=C1C=1C=C2CCC(C2=CC1)N1CCOCC1)N(C1CCOCC1)CC)C